COC=1C=C(C=CC1)NCC1=CC=C(C(=O)OC)C=C1 methyl 4-(((3-methoxyphenyl)amino)methyl)benzoate